(3-(2,2-difluoro-3,3-dimethylbutoxy)phenyl)-4-(2-isopropylphenyl)thiazol-2-amine FC(COC=1C=C(C=CC1)C1=C(N=C(S1)N)C1=C(C=CC=C1)C(C)C)(C(C)(C)C)F